2-[7-(1,2,3,4-Tetrahydro-acridin-9-ylamino)-heptyl]-isoindole-1,3-dione C1CCCC2=NC3=CC=CC=C3C(=C12)NCCCCCCCN1C(C2=CC=CC=C2C1=O)=O